C(CCCCCCCCCCCCC)N1C(=C(C(C=C1)=O)OCC=C)C(C)=O N-tetradecyl-2-acetyl-3-(2-propen-1-yloxy)-pyridin-4-one